1-(6-methylpyridin-2-yl)propan-2-one CC1=CC=CC(=N1)CC(C)=O